C(C)(C)(C)OC(=O)N1[C@H](C2=CC(=CC=C2CC1)OCC#C)C1=CC=C(C=C1)F (S)-1-(4-fluorophenyl)-7-(prop-2-yn-1-yloxy)-3,4-dihydroisoquinoline-2(1H)-carboxylic acid tert-butyl ester